tert-butyl 4-(4-bromo-2-methyl-phenyl)sulfonyl-5-methyl-2,3-dihydroquinoxaline-1-carboxylate BrC1=CC(=C(C=C1)S(=O)(=O)N1CCN(C2=CC=CC(=C12)C)C(=O)OC(C)(C)C)C